trans-(2-Amino-2-Methylpropanoyl)-N-(1-(7-((3-(Aminomethyl)Cyclobutyl)Amino)-5,6,7,8-Tetrahydronaphthalen-2-Yl)-2-Oxo-1,2-DihydropyrimidinYl)Piperazine-1-Carboxamide Hydrochloride Salt Cl.NC(C(=O)C1N(CCNC1)C(=O)NC1=NC(N(C=C1)C1=CC=2CC(CCC2C=C1)N[C@@H]1C[C@H](C1)CN)=O)(C)C